NCC1CCC(CC1)OCC(C)N 1-{[4-(aminomethyl)cyclohexyl]oxy}propan-2-amine